2-(5-(8-methoxy-[1,2,4]triazolo[1,5-a]pyridin-6-yl)-4-(2,2,2-trifluoroethyl)-1H-pyrazol-3-yl)-5-(1-((tetrahydro-2H-pyran-4-yl)methyl)piperidin-4-yl)thiazole COC=1C=2N(C=C(C1)C1=C(C(=NN1)C=1SC(=CN1)C1CCN(CC1)CC1CCOCC1)CC(F)(F)F)N=CN2